O[C@@H]1[C@H](CN(C1)C)NC(OCC1=CC=CC=C1)=O benzyl N-[(3S,4S)-4-hydroxy-1-methylpyrrolidin-3-yl]carbamate